ClC1=CC=C(C=C1)C1=CC2=C(N=CN(C2=O)C[C@H](CO)C)C(=N1)C=1C=NN(C1)C (R)-6-(4-chlorophenyl)-3-(3-hydroxy-2-methylpropyl)-8-(1-methyl-1H-pyrazol-4-yl)pyrido[3,4-d]pyrimidin-4(3H)-one